3-amino-5-fluorothieno[2,3-b]pyridine-2-carboxylic acid methyl ester COC(=O)C1=C(C=2C(=NC=C(C2)F)S1)N